N1[C@H](CCC1)C(=O)N1CCN(CC1)C1=NC=C(C(=N1)N[C@H](C)C1=C(C=C(C=C1)Cl)Cl)OC(F)F 2-(4-(D-prolyl)piperazin-1-yl)-4-(((R)-1-(2,4-dichlorophenyl)ethyl)amino)-5-(difluoromethoxy)pyrimidine